OC1=C(C=CC=C1)C1=CC(=CC2=CC=CC=C12)C(C=C)=O trans-4-(2-hydroxyphenyl)-1-(2-naphthyl)-2-propen-1-one